4-[(2R)-3-(3,4-dihydro-1H-isoquinolin-2-yl)-2-hydroxy-propyl]-8-[[1-(2-hydroxy-2-methyl-propyl)-4-piperidyl]oxy]-2,3-dihydro-1,4-benzoxazepine-5-one C1N(CCC2=CC=CC=C12)C[C@H](CN1CCOC2=C(C1=O)C=CC(=C2)OC2CCN(CC2)CC(C)(C)O)O